ClCCC(C(=O)O)=C.C(C=C)(=O)OCCCl 2-chloroethyl acrylate (2-chloroethyl acrylate)